1-(4-fluorophenyl)-2-thiocyano-1-ethanol FC1=CC=C(C=C1)C(CSC#N)O